ClC=1C=CC(=C(C1)[C@H](CCN(C(C(=O)OCC)C1=C(C(=C(C=C1)F)C)C1CCN(CC1)CC(F)(F)F)C)CCN1CCCCC1)C ethyl 2-(((S)-3-(5-chloro-2-methylphenyl)-5-(piperidin-1-yl)pentyl)(methyl)amino)-2-(4-fluoro-3-methyl-2-(1-(2,2,2-trifluoroethyl)piperidin-4-yl)phenyl)acetate